(S)-N-cyano-1-(4-((1-(5-(3,5-difluorophenyl)-4,5-dihydro-1H-pyrazole-1-carbonyl)azetidin-3-yl)oxy)-5-fluoropyridin-2-yl)-3,5-dimethyl-1H-pyrazole-4-carboxamide C(#N)NC(=O)C=1C(=NN(C1C)C1=NC=C(C(=C1)OC1CN(C1)C(=O)N1N=CC[C@H]1C1=CC(=CC(=C1)F)F)F)C